(1R,5S,6s)-3-azabicyclo[3.1.0]hexane-6-yl acetate hydrochloride Cl.C(C)(=O)OC1[C@@H]2CNC[C@H]12